C1(=CCCCC1)NC1COS1(=O)=O 2-(cyclohexenylamino)ethanosulfonic acid